The molecule is a monocarboxylic acid that is (pyridin-2-yloxy)acetic acid substituted by chloro groups at positions 3, 5 and 6. It is an agrochemical used as a herbicide. It has a role as an environmental contaminant, a xenobiotic, a herbicide and an agrochemical. It is an aromatic ether, a chloropyridine and a monocarboxylic acid. C1=C(C(=NC(=C1Cl)Cl)OCC(=O)O)Cl